S1C=NC2=C1C(=CC=C2)C2=CC=C(C=C2)[C@H](CO)NC(=O)NC2=NC(=NC=C2)C#C (R)-1-(1-(4-(benzo[d]thiazol-7-yl)phenyl)-2-hydroxyethyl)-3-(2-ethynyl-pyrimidin-4-yl)-urea